COC=1C=C(C=C(C1OC)OC)C(COC1=C(C=CC=C1)OC)=O 1-(3,4,5-trimethoxyphenyl)-2-(2-methoxyphenoxy)ethan-1-one